9-benzyl-6,8-dimethoxy-9H-purine C(C1=CC=CC=C1)N1C2=NC=NC(=C2N=C1OC)OC